C(C(C)(C)C)(=O)OCOC1=CC2=CC=C(C(=C2C(=C1)C1=C(C=2N=C(N=C(C2C=N1)N1CCOCCC1)OC[C@]12CCCN2C[C@@H](C1)F)F)C#C)F ((5-ethynyl-6-fluoro-4-(8-fluoro-2-(((2R,7aS)-2-fluorotetrahydro-1H-pyrrolizin-7a(5H)-yl)methoxy)-4-(1,4-oxazepan-4-yl)pyrido[4,3-d]pyrimidin-7-yl)naphthalen-2-yl)oxy)methyl pivalate